(2S)-2-({5-[(1S)-1-[(5-chloro-2-methylpyridin-3-yl)amino]propyl]thiophen-2-yl}formamido)-N-{3-cyanobicyclo[1.1.1]pentan-1-yl}-3-cyclopentylpropanamide ClC=1C=C(C(=NC1)C)N[C@@H](CC)C1=CC=C(S1)C(=O)N[C@H](C(=O)NC12CC(C1)(C2)C#N)CC2CCCC2